1-bromo-3-methanesulfonyl-5-(2-methoxyethoxy)benzene BrC1=CC(=CC(=C1)OCCOC)S(=O)(=O)C